NC=1C=C(C=C(C1O)F)C=1CCN(CC1)C(=O)OC(C)(C)C tert-butyl 4-(3-amino-5-fluoro-4-hydroxyphenyl)-3,6-dihydropyridine-1(2H)-carboxylate